tert-butyl 3-[[4-[1-(2,6-dioxo-3-piperidyl)-3-methyl-2-oxo-benzimidazol-4-yl]oxy-1-piperidyl]methyl]azetidine-1-carboxylate O=C1NC(CCC1N1C(N(C2=C1C=CC=C2OC2CCN(CC2)CC2CN(C2)C(=O)OC(C)(C)C)C)=O)=O